CN(C1=CC2=C(C=C(O2)C(=O)NS(=O)(=O)C2=C(C=CC=C2OCCC)CC)C=C1)C 6-(Dimethylamino)-N-(2-ethyl-6-propoxybenzene-1-sulfonyl)-1-benzofuran-2-carboxamide